1-((R)-2-(3-((2-(4-methoxypiperidin-1-yl)pyrimidin-4-yl)amino)-8-((2R,3S)-2-methyl-3-(((trifluoromethyl)sulfonyl)methyl)azetidin-1-yl)isoquinolin-5-yl)pyrrolidin-1-yl)prop-2-en-1-one COC1CCN(CC1)C1=NC=CC(=N1)NC=1N=CC2=C(C=CC(=C2C1)[C@@H]1N(CCC1)C(C=C)=O)N1[C@@H]([C@H](C1)CS(=O)(=O)C(F)(F)F)C